NC1=C(C=CC2=CC=CC=C12)N=NC=1C=NC(=CC1)C1=C(C=CC(=C1)C)C 4-amino-3-[6-(2,5-dimethylphenyl)pyridine-3-ylazo]naphthalene